C1(CCCCC1)S(=O)(=O)OC1=CC=C(C=C1)NC(NC1=CC=C(C=C1)OS(=O)(=O)C1CCCCC1)=O bis-[4-(cyclohexanesulfonyloxy)phenyl]urea